C(C=C)OC([C@@H](NC1=NC=CC=C1)C)=O pyridylalanine allyl ester